CC(C)(C)OC(=O)NC1CC(C1)CC(=O)O 2-((1r,3r)-3-((tert-butoxycarbonyl)amino)cyclobutyl)acetic acid